(3-hydroxy-4-methoxyphenyl)quinoline-4-carboxamide OC=1C=C(C=CC1OC)C1=NC2=CC=CC=C2C(=C1)C(=O)N